ClC1=CC(=C(C=C1)NC(C(=O)N1CC2(CC2)C[C@H]1C(=O)N[C@@H](C[C@H]1C(NCC1)=O)C(COC(F)(F)F)=O)=O)F (S)-5-(2-((4-chloro-2-fluorophenyl)amino)-2-oxoacetyl)-N-((S)-3-oxo-1-((S)-2-oxopyrrolidin-3-yl)-4-(trifluoromethoxy)butan-2-yl)-5-azaspiro[2.4]heptane-6-carboxamide